FC1=C(C(=C(C(=C1F)F)F)F)OC(=O)C1=CC=C2C=CC(=NC2=C1)CP(=O)(OCC)OCC 2-((diethoxyphosphoryl)methyl)quinoline-7-carboxylic acid perfluorophenyl ester